N-[(1R,3S)-3-fluorocyclopentyl]-4-(1,7-diaza-7-spiro[4.4]nonyl)-5-(3,5-difluorophenyl)nicotinamide F[C@@H]1C[C@@H](CC1)NC(C1=CN=CC(=C1N1CC2(CCCN2)CC1)C1=CC(=CC(=C1)F)F)=O